FC1=C(C=CC(=C1F)C1=NOC(=N1)C(F)(F)F)CN1C=C(C=CC1=O)C#N 1-[[2,3-difluoro-4-[5-(trifluoromethyl)-1,2,4-oxadiazol-3-yl]phenyl]methyl]-6-oxo-pyridine-3-carbonitrile